6-[4-(dimethylamino)phenyl]-N-[(2S)-1-hydroxypropan-2-yl]-2-(1-methyl-1H-pyrazol-4-yl)-3-oxo-2,3-dihydropyridazine-4-carboxamide CN(C1=CC=C(C=C1)C=1C=C(C(N(N1)C=1C=NN(C1)C)=O)C(=O)N[C@H](CO)C)C